COC=1C=C(C=C(C1)OC)N(C1=CC=C2N=CC(=NC2=C1)C=1C=NN(C1)CC1=CC=C(C=C1)CC(=O)NO)CCNC(C)C 2-(4-((4-(7-((3,5-dimethoxyphenyl)(2-(isopropylamino)ethyl)amino)quinoxalin-2-yl)-1H-Pyrazol-1-yl)methyl)phenyl)-N-hydroxyacetamide